FC1=C(C=CC(=C1)F)C1=CN(C=2C1=NC=C(C2)C=2C(=NOC2C)C)C2=C(C=C(C(=O)O)C=C2OCC)OCC 4-(3-(2,4-difluorophenyl)-6-(3,5-dimethylisoxazol-4-yl)-1H-pyrrolo[3,2-b]pyridin-1-yl)-3,5-diethoxybenzoic acid